N'-(2,3-dihydroxybenzylidene)-2-(3-fluorophenoxy)propionyl-hydrazine OC1=C(C=NNC(C(C)OC2=CC(=CC=C2)F)=O)C=CC=C1O